O1C(=CC=C1)C(=O)[O-].[K+] potassium furanformate